C(C)(C)(C)OC(=O)N[C@H]1CN(CC1)C(C(=O)OCC)C1=CC=CC=C1 ethyl 2-((R)-3-(tert-butoxycarbonylamino) pyrrolidin-1-yl)-2-phenylacetate